COC(=O)C=1C=C(C2=C(N(C=N2)C/C(=C/CN)/F)C1)C1=CC(=CC=C1)S(=O)(=O)C (Z)-1-(4-amino-2-fluorobut-2-en-1-yl)-4-(3-(methylsulfonyl)phenyl)-1H-benzo[d]imidazole-6-carboxylic acid methyl ester